COC1=C(C=CC=C1)CCN[C@H](C1=CC=CC=C1)[C@@H]1CNC2=C(O1)N=CC(=C2)C=2C=NN(C2)C 2-(2-methoxyphenyl)-N-((R)-((S)-7-(1-methyl-1H-pyrazol-4-yl)-2,3-dihydro-1H-pyrido[2,3-b][1,4]oxazin-3-yl)(phenyl)methyl)ethanamine